N-[6-(5-Chloro-2-Fluorophenyl)Pyridazin-4-yl]-7-[2-(4-Methansulfonylpiperazin-1-yl)Ethoxy]Quinolin-4-Amin ClC=1C=CC(=C(C1)C1=CC(=CN=N1)NC1=CC=NC2=CC(=CC=C12)OCCN1CCN(CC1)S(=O)(=O)C)F